(S)-3-(1-oxo-5-(2,7-diazaspiro[3.5]non-2-yl)isoindol-2-yl)piperidine O=C1N(CC2=CC(=CC=C12)N1CC2(C1)CCNCC2)[C@@H]2CNCCC2